C(C\C=C/CC)OC(\C=C\CCC)=O (E)-2-hexenoic acid (Z)-3-hexenyl ester